CCCCCCCCCCCCCCCCOC[C@H](COP(=O)([O-])OCC[N+](C)(C)C)OC=O The molecule is a 2-acyl-1-alkyl-sn-glycero-3-phosphocholine in which the alkyl and the acyl groups at positions 1 and 2 are specified as hexadecyl and formyl respectively. It has a role as a mouse metabolite.